OC1=C(C(=CC(=C1)C(F)(F)F)C)C=1C=NC=2C(N1)=NN(C2)C[C@@H]2CC(N(C2)C(C)C)=O |o1:22| (R or S)-4-((6-(2-hydroxy-6-methyl-4-(trifluoromethyl)phenyl)-2H-pyrazolo[3,4-b]pyrazin-2-yl)methyl)-1-isopropylpyrrolidin-2-one